diphenyl-tetramethylimidazole Methyl-2-(6-((2-amino-2-methylpropyl)carbamoyl)pyrazin-2-yl)-1H-indole-5-carboxylate COC(=O)C=1C=C2C=C(NC2=CC1)C1=NC(=CN=C1)C(NCC(C)(C)N)=O.C1(=CC=CC=C1)C(C1(N=CNC1(C)C)C)C1=CC=CC=C1